N-(1-hydroxypropan-2-yl)acetamide OCC(C)NC(C)=O